O(C1=CC=CC=C1)C1=CC=C(C=N1)B(O)O 6-PHENOXYPYRIDIN-3-YLBORONIC ACID